3-[(2R,4S)-2-(hydroxymethyl)-1-prop-2-enoyl-4-piperidyl]-1-methyl-7-[4-(4-methylpiperazin-1-yl)anilino]-4H-pyrimido[4,5-d]pyrimidin-2-one OC[C@@H]1N(CC[C@@H](C1)N1C(N(C2=NC(=NC=C2C1)NC1=CC=C(C=C1)N1CCN(CC1)C)C)=O)C(C=C)=O